1,2-bis(4-butylphenyl)acetylene C(CCC)C1=CC=C(C=C1)C#CC1=CC=C(C=C1)CCCC